nickel-cobalt chromium [Cr].[Co].[Ni]